O1CCC(=CC1)C1=NC(=C2N1C(=NC=C2)NCC2=C(C=CC1=C2CCO1)F)S(=O)(=O)C (3,6-dihydro-2H-pyran-4-yl)-N-((5-fluoro-2,3-dihydrobenzofuran-4-yl)methyl)-1-(methylsulfonyl)imidazo[1,5-c]pyrimidin-5-amine